N-(3-(methylsulfonamido)phenyl)-5-phenyl-1H-pyrazole-3-carboxamide CS(=O)(=O)NC=1C=C(C=CC1)NC(=O)C1=NNC(=C1)C1=CC=CC=C1